6-(5-chloro-2-(((1S,3R,4S,5R)-4-hydroxy-6,8-dioxabicyclo[3.2.1]octan-3-yl)amino)pyrimidin-4-yl)-4-isopropyl-2-methylisoquinolin-1(2H)-one ClC=1C(=NC(=NC1)N[C@@H]1C[C@H]2CO[C@@H]([C@H]1O)O2)C=2C=C1C(=CN(C(C1=CC2)=O)C)C(C)C